6-oxazole-2-amidopyrimidine-2,4(1H,3H)-dione O1C(=NC=C1)C(=O)NC1=CC(NC(N1)=O)=O